NCC(C)C=1NC(C2=C(N1)C(=NC(=C2)C2=CC=C(C=C2)Cl)C=2C=NC=CC2)=O (1-aminopropan-2-yl)-6-(4-chlorophenyl)-8-(pyridin-3-yl)pyrido[3,4-d]pyrimidin-4(3H)-one